N-(3-(4-methoxypiperidin-1-yl)-1H-pyrazolo[4,3-c]pyridin-6-yl)acetamide trifluoroacetate FC(C(=O)O)(F)F.COC1CCN(CC1)C1=NNC2=C1C=NC(=C2)NC(C)=O